N1CC(CCC1)OC(NC=1N=CC2=C(C(=C(C=C2C1)C1=C(C2=C(OCCN2)N=C1)C)F)N)=O Piperidin-3-yl(8-amino-7-fluoro-6-(8-methyl-2,3-dihydro-1H-pyrido[2,3-b][1,4]oxazin-7-yl)isoquinolin-3-yl)carbamate